tert-butyl ((1R,3R)-3-(16-azido-2,5,8,11,14-pentaoxahexadecyl)cyclobutyl)carbamate N(=[N+]=[N-])CCOCCOCCOCCOCCOCC1CC(C1)NC(OC(C)(C)C)=O